C(#N)CNS(=O)(=O)C1=CC=C(C=C1)C=1N=NN(N1)CC1=CC=C(C=C1)F N-(cyanomethyl)-4-(2-(4-fluorobenzyl)-2H-tetrazol-5-yl)benzenesulfonamide